METHYL (S)-2-((2-(2,6-DIFLUORO-4-(METHYLCARBAMOYL)PHENYL)-7-METHYLIMIDAZO[1,2-A]PYRIDIN-3-YL)METHYL)MORPHOLINE-4-CARBOXYLATE FC1=C(C(=CC(=C1)C(NC)=O)F)C=1N=C2N(C=CC(=C2)C)C1C[C@H]1CN(CCO1)C(=O)OC